2-chloro-N-(5-(2-(((1s,4s)-4-(dimethylamino)cyclohexyl)amino)-8-methyl-quinazolin-6-yl)-6-methoxypyridin-2-yl)benzenesulfonamide ClC1=C(C=CC=C1)S(=O)(=O)NC1=NC(=C(C=C1)C=1C=C2C=NC(=NC2=C(C1)C)NC1CCC(CC1)N(C)C)OC